OC(COC=1C(=CC=C2C(C(OCC12)C)=O)OC)CN1CCN(CC1)C1=C(C=CC=C1)OC 8-(2-hydroxy-3-(4-(2-methoxyphenyl)piperazin-1-yl)propoxy)-7-methoxy-3-methylisochroman-4-one